CC(CC(=O)C=1C=CC(=C(C1O)C1=CC=CC=C1)OCCCCOC=1C=C(C(=O)O)C=CC1OC)(C)C 3-(4-((5-(3,3-Dimethylbutanoyl)-6-hydroxy-[1,1'-biphenyl]-2-yl)oxy)butoxy)-4-methoxybenzoic acid